(1r,4r)-4-(3-Chloroanilino)-2'-(3-oxopropyl)-2',3'-dihydrospiro[cyclohexane-1,1'-indene]-4-carboxylic acid methyl ester COC(=O)C1(CCC2(C(CC3=CC=CC=C23)CCC=O)CC1)NC1=CC(=CC=C1)Cl